C1=CC=CC=2C(=CC=3OC4=C(C3C12)C1=CC=CC=C1C(=C4)N(C4=CC=C(C=C4)N)C4=CC=C(C=C4)OC)N(C4=CC=C(C=C4)N)C4=CC=C(C=C4)OC N1,N1'-(dinaphtho[2,1-b:1',2'-d]furan-5,9-diyl)bis(N1-(4-methoxyphenyl)benzene-1,4-diamine)